BrC1=C(C2=NC3=CC=C(C(=C3N=C2C(=C1Cl)Br)C)C)O 2,4-Dibromo-3-chloro-6,7-dimethylphenazin-1-ol